O=C1C2=C(N=C(N1)C1C(CC1)N1C(COCC1)=O)N(N=C2C#N)C(C)C=2C=NC(=CC2)C(F)(F)F 4-oxo-6-(2-(3-oxomorpholino)cyclobutyl)-1-(1-(6-(trifluoromethyl)pyridin-3-yl)ethyl)-4,5-dihydro-1H-pyrazolo[3,4-d]pyrimidine-3-carbonitrile